5,8-dichloro-1-(2,6-dichloro-4-fluorophenyl)-2-methyl-1,6-naphthyridin-4(1H)-one ClC1=C2C(C=C(N(C2=C(C=N1)Cl)C1=C(C=C(C=C1Cl)F)Cl)C)=O